FC1=C(C(=CC=C1)OC)C1=CC=C2C(C(COC2=C1)(C)C)NC(O[C@@H]1CN2CCC1CC2)=O (S)-quinuclidin-3-yl (7-(2-fluoro-6-methoxyphenyl)-3,3-dimethylchroman-4-yl)carbamate